ClC=1SC(=CN1)C(=O)NC=1C=C(C(=O)[O-])C=CC1C 3-[(2-chloro-1,3-thiazole-5-carbonyl) amino]-4-methylbenzoate